FOF monofluoroether